pyrazine-2,6-diylbis(hept-6-yne-7,1-diyl) bis(2-heptylnonanoate) C(CCCCCC)C(C(=O)OCCCCCC#CC1=NC(=CN=C1)C#CCCCCCOC(C(CCCCCCC)CCCCCCC)=O)CCCCCCC